C(=O)(O)C1(C2C=CC(C1)C2)C 5-carboxy-5-methylbicyclo[2.2.1]-2-heptene